tritylether C(C1=CC=CC=C1)(C1=CC=CC=C1)(C1=CC=CC=C1)OC(C1=CC=CC=C1)(C1=CC=CC=C1)C1=CC=CC=C1